CC1=CC(=NC=2N1N=CC2C(=O)O)C=2C=NC(=CC2)C 7-methyl-5-(6-methylpyridin-3-yl)pyrazolo[1,5-a]Pyrimidine-3-carboxylic acid